3-methoxy-N-(4-(4-methoxyphenoxy)phenyl)benzamide COC=1C=C(C(=O)NC2=CC=C(C=C2)OC2=CC=C(C=C2)OC)C=CC1